3-methylpyridazin-2-amine CC=1N(NC=CC1)N